(S)-(4-(difluoromethyl)-2-(pyrimidin-4-yl)oxazol-5-yl)(4-(5-fluorobenzo[d]oxazol-2-yl)-6,7-dihydro-1H-imidazo[4,5-c]pyridin-5(4H)-yl)methanone FC(C=1N=C(OC1C(=O)N1[C@@H](C2=C(CC1)NC=N2)C=2OC1=C(N2)C=C(C=C1)F)C1=NC=NC=C1)F